COC1CC(N(C1)C(=O)OC(C)(C)C)(C)C tert-butyl 4-methoxy-2,2-dimethylpyrrolidine-1-carboxylate